5-(4-((3-ethyl-2,4-dioxo-1,2,3,4-tetrahydroquinazolin-7-yl)methyl)-1,4-diazepan-1-yl)-N-methylpicolinamide C(C)N1C(NC2=CC(=CC=C2C1=O)CN1CCN(CCC1)C=1C=CC(=NC1)C(=O)NC)=O